methyl-succinate CC(C(=O)[O-])CC(=O)[O-]